tert-Butyl (R)-3-((6-(1-ethyl-1H-pyrazol-4-yl)benzo[d]thiazol-2-yl)carbamoyl)pyrrolidine-1-carboxylate C(C)N1N=CC(=C1)C1=CC2=C(N=C(S2)NC(=O)[C@H]2CN(CC2)C(=O)OC(C)(C)C)C=C1